(1S,3S)-N1-(5-(2-(difluoromethoxy)-6-fluorophenyl)pyridin-2-yl)cyclopentane-1,3-diamine FC(OC1=C(C(=CC=C1)F)C=1C=CC(=NC1)N[C@@H]1C[C@H](CC1)N)F